ClC=1N=C(C2=C(N1)C(=CN2C(F)F)Cl)Cl 2,4,7-trichloro-5-(difluoromethyl)-5H-pyrrolo[3,2-d]pyrimidine